8-((2S,5R)-2,5-diethyl-4-(1-(2-methylbenzo[d]thiazol-6-yl)ethyl)piperazin-1-yl)-5-methyl-6-oxo-5,6-dihydroimidazo[1,2-b]pyridazine-2-carbaldehyde O-methyl oxime CON=CC=1N=C2N(N(C(C=C2N2[C@H](CN([C@@H](C2)CC)C(C)C2=CC3=C(N=C(S3)C)C=C2)CC)=O)C)C1